OP(O)(=O)OP(=O)(O)OP(=O)(O)O.C1=CC(=C2C=CC=C3C4=CC=CC=5C(=CC=C(C1=C23)C45)C(=O)OCC(C)C)C(=O)OCC(C)C diisobutyl 3,10-perylenedicarboxylate triphosphate